(R,Z)-N-(1-(3,6-dimethyl-2-(1-methyl-1H-imidazol-4-yl)-4-oxo-3,4-dihydroquinazolin-8-yl)ethylidene)-2-methylpropane-2-sulfinamide CN1C(=NC2=C(C=C(C=C2C1=O)C)\C(\C)=N/[S@](=O)C(C)(C)C)C=1N=CN(C1)C